N[C@@H]1C2=CC=CC=C2CC12CCN(CC2)C2=NC=C(C(N2C)=O)C#CCC2=CC(=C(C=C2)F)O (S)-2-(1-amino-1,3-dihydro-spiro[inden-2,4'-piperidin]-1'-yl)-5-(3-(4-fluoro-3-hydroxyphenyl)prop-1-yn-1-yl)-3-methylpyrimidin-4(3H)-one